(S)-1-(oxetan-2-ylmethyl)-2-((4-(6-(2-(oxetan-3-yl)ethoxy)pyridin-2-yl)piperazin-1-yl)methyl)-1H-benzo[d]imidazole-6-carboxylic acid O1[C@@H](CC1)CN1C(=NC2=C1C=C(C=C2)C(=O)O)CN2CCN(CC2)C2=NC(=CC=C2)OCCC2COC2